1,2-bis(10,12-tricosadiynoyl)-sn-Glycero-3-Phosphocholine C(CCCCCCCCC#CC#CCCCCCCCCCC)(=O)OC[C@@H](OC(CCCCCCCCC#CC#CCCCCCCCCCC)=O)COP(=O)([O-])OCC[N+](C)(C)C